4-(N-nitrosomethylamino)-4-(3-pyridyl)-1-butanol N(=O)CNC(CCCO)C=1C=NC=CC1